ClC=1C(N(SC1Cl)C1CCCCC1)=O 4,5-dichloro-2-cyclohexyl-4-isothiazoline-3-one